2-Diazo-1-(3-nitro-4-(trifluoromethyl)phenyl)ethane-1-one [N+](=[N-])=CC(=O)C1=CC(=C(C=C1)C(F)(F)F)[N+](=O)[O-]